1-[[2-(difluoro-methoxy)pyridin-4-yl]methyl]-3-[rac-(1R,5S,6R)-3,3-difluoro-6-bicyclo[3.1.0]hexanyl]urea FC(OC1=NC=CC(=C1)CNC(=O)NC1[C@H]2CC(C[C@@H]12)(F)F)F |r|